2-(6-((E)-((1S,2R,5R)-2-fluoro-1,5-dimethyl-9-azabicyclo[3.3.1]nonan-3-ylidene)methyl)pyridazin-3-yl)-5-(1H-imidazol-1-yl)phenol F[C@H]\1[C@@]2(CCC[C@](C/C1=C\C1=CC=C(N=N1)C1=C(C=C(C=C1)N1C=NC=C1)O)(N2)C)C